[Si](C)(C)(C(C)(C)C)OCC(CNC(OC(C)(C)C)=O)C=O tert-butyl (3-{[tert-butyl(dimethyl)silyl]oxy}-2-formylpropyl)carbamate